[4-(4-butyl)benzylidene-2-pentyl]4-methoxybenzoic acid CCCCC1=CC=C(C=CCCC(C)C2=C(C(=O)O)C=CC(=C2)OC)C=C1